N-(4-phenoxyphenyl)-5-(tetrahydrofuran-2-yl)-2-vinylpyrimidin-4-amine O(C1=CC=CC=C1)C1=CC=C(C=C1)NC1=NC(=NC=C1C1OCCC1)C=C